2-[3-(fluoromethyl)azetidin-1-yl]ethanol HCl Cl.FCC1CN(C1)CCO